C(C(C)C)(=O)P(OC)(=O)C methyl isobutyroylmethylphosphinate